SCCCSCC(CSCCCS)SCCCS 1,2,3-tris-(3'-mercaptopropylthio)propane